N-(4-((2S,4R)-4-Amino-2-(hydroxymethyl)pyrrolidin-1-yl)-1,2-dimethyl-1H-benzo[d]imidazol-5-yl)-2-(2-fluoro-6-methoxyphenyl)pyrimidine-4-carboxamide N[C@@H]1C[C@H](N(C1)C1=C(C=CC=2N(C(=NC21)C)C)NC(=O)C2=NC(=NC=C2)C2=C(C=CC=C2OC)F)CO